2-ethoxy-1-(1-((5-methyl-2-(m-tolyl)oxazol-4-yl)methyl)piperidin-4-yl)prop-2-en-1-one C(C)OC(C(=O)C1CCN(CC1)CC=1N=C(OC1C)C=1C=C(C=CC1)C)=C